C(C=C)(=O)N1CC2(C1)CN(CC2)C2=NC(=NC(=C2C#N)C2=C(C=CC=1NC=NC12)C)OC[C@H]1N(CCC1)C 4-(2-acryloyl-2,6-diazaspiro[3.4]octan-6-yl)-6-(5-methyl-1H-benzo[d]imidazol-4-yl)-2-(((S)-1-methylpyrrolidin-2-yl)methoxy)pyrimidine-5-carbonitrile